BrC=1SC=2N=C(N=C(C2N1)N1CC2COCC(C1)N2C(=O)OC(C)(C)C)OC[C@]21CCCN1C[C@@H](C2)F Tert-butyl 7-(2-bromo-5-{[(2R,7aS)-2-fluorotetrahydro-1H-pyrrolizin-7a(5H)-yl]methoxy}[1,3]thiazolo[5,4-d]pyrimidin-7-yl)-3-oxa-7,9-diazabicyclo[3.3.1]nonane-9-carboxylate